OC\C=C(/CCC=C(C)C)\C trans-nerol